FC=1C(=CC=2C3=C(NC(C2C1)=O)COC[C@@H]3N(C(C3=CC(=CC=C3)OC3=CC=CC=C3)=O)C)F (R)-N-(8,9-difluoro-6-oxo-1,4,5,6-tetrahydro-2H-pyrano[3,4-c]isoquinolin-1-yl)-N-methyl-3-phenoxybenzamide